(1R)-1-[5-(3-cyclopropylpyridazin-4-yl)-1,2,4-oxadiazol-3-yl]-6-azaspiro[2.5]octane-6-sulfonamide C1(CC1)C=1N=NC=CC1C1=NC(=NO1)[C@@H]1CC12CCN(CC2)S(=O)(=O)N